FC(N1C=2C=3C=CN=C([C@@H](CCC[C@@H](C(NC2C=N1)=O)C)NC(OC(C)(C)C)=O)C3)F tert-butyl N-[(9S,13R)-3-(difluoromethyl)-9-methyl-8-oxo-3,4,7,15-tetraazatricyclo[12.3.1.02,6]octadeca-1(18),2(6),4,14,16-pentaen-13-yl]carbamate